(E)-2-((1-tert-butyl-1H-pyrazol-4-yl)amino)-4-((pent-3-en-1-yl)amino)pyrimidin-5-carboxamide C(C)(C)(C)N1N=CC(=C1)NC1=NC=C(C(=N1)NCC\C=C\C)C(=O)N